2-(3-((1R,3R)-2-(2,2-difluoro-3-hydroxypropyl)-3-methyl-2,3,4,9-tetrahydro-1H-pyrido[3,4-b]indol-1-yl)-2,4-difluorophenoxylethyl)(3-fluoropropyl)carbamate FC(CN1[C@@H](C=2NC3=CC=CC=C3C2C[C@H]1C)C=1C(=C(OCCC(CNC([O-])=O)CF)C=CC1F)F)(CO)F